bis-vinyl-phosphorous acid C(=C)P(O)(O)(O)C=C